C(C1=CC=CC=C1)OCC1=NN(C(N1CC)=O)C=1C=C2C(=CN(C(C2=CC1F)=O)C=1C=CC(=C(C1)C)F)C(=C)C 6-(3-((benzyloxy)methyl)-4-ethyl-5-oxo-4,5-dihydro-1H-1,2,4-triazol-1-yl)-7-fluoro-2-(2-fluoro-5-tolyl)-4-(prop-1-en-2-yl)isoquinolin-1(2H)-one